NCC1=CC=C(CN2C(=NC=3C(=NC=4C=C(C=CC4C32)CC3=CC=CC=C3)N)C(C)CCC)C=C1 1-(4-(aminomethyl)benzyl)-7-benzyl-2-(pentan-2-yl)-1H-imidazo[4,5-c]quinolin-4-amine